6-(2,6-difluoro-4-(6-fluoro-2-methyl-2H-indazol-5-yl)benzyl)-6,7-dihydro-5H-pyrrolo[3,4-b]pyridin-5-one-7,7-d2 FC1=C(CN2C(C3=NC=CC=C3C2=O)([2H])[2H])C(=CC(=C1)C1=CC2=CN(N=C2C=C1F)C)F